N1(C=CC=C1)C(=S)SC(C)(C)C#N 2-cyanoprop-2-yl 1-pyrrolecarbodithioate